FC1=C(C(=C(C(=C1F)C(F)(F)F)F)F)NC(CCCC1CCN(CC1)S(=O)(=O)C1=CC=C(C)C=C1)=O N-(2,3,5,6-tetrafluoro-4-(trifluoromethyl)phenyl)-4-(1-tosylpiperidin-4-yl)butanamide